ClC1=NC=CC=C1C1=CC=C(C=C1)S(=O)(=O)NCCN1CCC(CC1)CN1N=NC(=C1)C1=C(NC2=CC=C(C=C12)F)C(=O)OCC(C)C isobutyl 3-(1-((1-(2-((4-(2-chloropyridin-3-yl)phenyl)sulfonamido)ethyl)piperidin-4-yl)methyl)-1H-1,2,3-triazol-4-yl)-5-fluoro-1H-indole-2-carboxylate